C(CC)OC(=O)OOC(=O)OCCC di-n-propylperoxydicarbonate